2,4-dimethoxyphenylhydrazine hydrochloride Cl.COC1=C(C=CC(=C1)OC)NN